C12N(CC(CC1)CC2)C=2SC(=C(N2)C=2C(=C(C=CC2)NS(=O)(=O)C2=C(C=CC=C2F)F)F)C2=NC(=NC=C2)NC2CC1(CS(C1)(=O)=O)C2 N-(3-(2-(2-azabicyclo[2.2.2]octan-2-yl)-5-(2-((2,2-dioxido-2-thiaspiro[3.3]heptan-6-yl)amino)pyrimidin-4-yl)thiazol-4-yl)-2-fluorophenyl)-2,6-difluorobenzenesulfonamide